[N+](=O)([O-])C1=CC=C(C=C1)C=1C2=CC=C(N2)C(=C2C=CC(C(=C3C=CC(=C(C=4C=CC1N4)C4=CC=C(C=C4)[N+](=O)[O-])N3)C3=CC=C(C=C3)[N+](=O)[O-])=N2)C2=CC=C(C=C2)[N+](=O)[O-] 5,10,15,20-tetrakis(4-nitrophenyl)porphyrin